(3-bromo-5-chloro-2-fluorophenyl)-5-methylpiperazine-1-carboxylate BrC=1C(=C(C=C(C1)Cl)OC(=O)N1CCNC(C1)C)F